C(OC(C=1OC(OC1C)=O)(C)[C@@]1(O[C@@H](C[C@@H]1O)N1C2=NC(=NC(=C2N=C1)N)F)C#C)([O-])=O |&1:13| [(2R,3S,SR)-5-(6-amino-2-fluoro-purin-9-yl)-2-ethynyl-3-hydroxy-tetrahydrofuran-2-yl]methyl(5-methyl-2-oxo-1,3-dioxol-4-yl)methyl carbonate